ClC1=CC=C(C=C1)C1(C(CCCCC1)N1N=CN=C1)O 1-(4-chloro-phenyl)-2-([1,2,4]triazol-1-yl)-cycloheptanol